4,4-oxydiphthalic anhydride C1=CC2=C(C=C1OC3=CC4=C(C=C3)C(=O)OC4=O)C(=O)OC2=O